p-tolyl bis(2,5'-trimethylhexyl) phosphate P(=O)(OC1=CC=C(C=C1)C)(OCCCCCC(C)(C)C)OCCCCCC(C)(C)C